3-((5-(3-([1,1'-biphenyl]-4-yl)-3H-imidazo[4,5-b]pyridin-5-yl)pyridin-2-yl)oxy)-N,N-dimethylpropan-1-amine C1(=CC=C(C=C1)N1C=NC=2C1=NC(=CC2)C=2C=CC(=NC2)OCCCN(C)C)C2=CC=CC=C2